4-((3,6-dimethyl-7-(1-(trifluoromethyl)-1H-pyrazol-3-yl)-1H-pyrrolo[3,2-c]pyridin-1-yl)methyl)-3,5-difluorobenzenesulfonamide CC1=CN(C2=C1C=NC(=C2C2=NN(C=C2)C(F)(F)F)C)CC2=C(C=C(C=C2F)S(=O)(=O)N)F